C/C/1=C\CC(/C=C/C/C(=C/CC1)/C)(C)CO 14-hydroxy-α-humulene